SC1=C(C(=O)[O-])C=CC=C1 o-mercaptobenzoic acid anion